C(C1=CC=CC=C1)OC(=O)N1[C@](CCC1)(C)C1=NC2=C(N1)C=CC=C2C(=O)OC (S)-2-(1-((benzyloxy)carbonyl)-2-methylpyrrolidin-2-yl)-1H-benzo[d]imidazole-4-carboxylic acid, Methyl ester